FC(C(=O)O)(F)F.FC(CN1N=CC(=C1)C=1C=CC2=CN(N=C2C1)C1CCC(CC1)CNC(C1=CC(=C(C(=C1)F)O)F)=O)F N-{[(1r,4r)-4-{6-[1-(2,2-Difluoroethyl)-1H-pyrazol-4-yl]-2H-indazol-2-yl}cyclohexyl]methyl}-3,5-difluoro-4-hydroxybenzamide, trifluoroacetate salt